tertbutyl (2R,4S)-2-(cyanomethyl)-4-hydroxypiperidine-1-carboxylate C(#N)C[C@H]1N(CC[C@@H](C1)O)C(=O)OC(C)(C)C